ethyl [1H]pyrazole-3-carboxylate N1N=C(C=C1)C(=O)OCC